6-amino-2-hydroxymethyl-n-hexane-1-ol NCCCCC(CO)CO